NC1=NC=NC=2N(C3=CC=CC=C3C21)CC(=O)N2[C@@H](C[C@H](C2)F)C(=O)NCC2=C(C(=CC=C2)Cl)F (2S,4R)-1-(2-(4-amino-9H-pyrimido[4,5-b]indol-9-yl)acetyl)-N-(3-chloro-2-fluorophenylmethyl)-4-fluoropyrrolidine-2-carboxamide